C1=C(C=CC2=CC=CC=C12)OCC(=O)O 2-naphthoxyacetic acid